COC(=O)C1=NN(C=C1)C1=C(C=CC=C1)CNC1=C2N=CN(C2=NC(=N1)Cl)C(C)C.C1(=COC=2C1=CC=C1C2C=CC2=CC=CC=C21)C2=C(C(=C(C1=C(C=3C(=C(C(=C(C3C=C21)[2H])[2H])[2H])[2H])[2H])[2H])[2H])[2H] (naphthobenzofuranyl)anthracene-d8 methyl-1-(2-(((2-chloro-9-isopropyl-9H-purin-6-yl)amino)methyl)phenyl)-1H-pyrazole-3-carboxylate